NC([C@H](CCC(=O)OC(C)(C)C)N1C(C2=CC=CC(=C2C1)OCC1=CC=C(C=C1)CN1C(COCC1)CO)=O)=O tert-butyl (4S)-5-amino-4-[4-[[4-[[3-(hydroxymethyl)morpholin-4-yl]methyl]-phenyl]methoxy]-1-oxoisoindolin-2-yl]-5-oxo-pentanoate